1,2,4-triazolo[1,5-a]pyridine-2-carboxamide N=1C(=NN2C1C=CC=C2)C(=O)N